2-amino-4-morpholinylbenzonitrile NC1=C(C#N)C=CC(=C1)N1CCOCC1